C(C1CO1)CCC[Si](OC)(OC)OC 3-glycidylpropyltrimethoxy-silane